(R)-1-((2S,4S)-1-(4-(benzyloxy)-3,5-difluorobenzoyl)-4-fluoropyrrolidine-2-carbonyl)pyrrolidine-2-carbonitrile C(C1=CC=CC=C1)OC1=C(C=C(C(=O)N2[C@@H](C[C@@H](C2)F)C(=O)N2[C@H](CCC2)C#N)C=C1F)F